1-(2,5-bis-trifluoromethylphenyl)-piperidine-4-carbaldehyde FC(C1=C(C=C(C=C1)C(F)(F)F)N1CCC(CC1)C=O)(F)F